CCCCCCCCCCCCCCCC/C=C\OC[C@H](COP(=O)([O-])OCC[N+](C)(C)C)OC(=O)CC/C=C\C/C=C\C/C=C\C/C=C\C/C=C\C/C=C\CC 1-(1Z-octadecenyl)-2-(4Z,7Z,10Z,13Z,16Z,19Z-docosahexaenoyl)-sn-glycero-3-phosphocholine